6-acetyl-N-{6-methoxy-1-methylpyrazolo[4,3-c]pyridin-7-yl}pyridine-3-sulfonamide C(C)(=O)C1=CC=C(C=N1)S(=O)(=O)NC=1C2=C(C=NC1OC)C=NN2C